OC1(CCC1)C(=O)O 1-hydroxycyclobutane-1-carboxylic acid